R-(1-t-butoxycarbonyl-pyrrolidin-2-yl)acrylic acid C(C)(C)(C)OC(=O)N1[C@H](CCC1)C(C(=O)O)=C